(R)-5-(5-(4-chlorophenyl)-6,7-dihydro-5H-pyrrolo[2,1-c][1,2,4]triazol-3-yl)-3-methyl-1H-pyrazolo[4,3-b]pyridine ClC1=CC=C(C=C1)[C@H]1CCC2=NN=C(N21)C2=CC=C1C(=N2)C(=NN1)C